2-(6-fluoro-2-methyl-1H-benzimidazol-1-yl)-N-(3-methylphenyl)pyrimidine FC=1C=CC2=C(N(C(=N2)C)C2N(C=CC=N2)C2=CC(=CC=C2)C)C1